C(C1=CC=CC=C1)OCCC=1C=C2N(N=CC=C2C2=CC(=C(C=C2)CNC(OC(C)(C)C)=O)C)C1 tert-butyl N-[[4-[6-(2-benzyloxyethyl)pyrrolo[1,2-b]pyridazin-4-yl]-2-methyl-phenyl]methyl]carbamate